C[Si](C)(C)C#CC=1C=C(C=CC1)C1=NC2=C(NC(C1)=O)C=CC=C2 4-(3-((trimethylsilyl)ethynyl)phenyl)-1H-benzo[b][1,4]diazepin-2(3H)-one